2-(4-chlorophenyl)-5-(1-nitrosopiperidin-4-yl)-1,3,4-oxadiazole ClC1=CC=C(C=C1)C=1OC(=NN1)C1CCN(CC1)N=O